BrC1=CC=CC(=N1)N1N=CC(=C1C(F)(F)F)C(=O)OCC Ethyl 1-(6-bromopyridin-2-yl)-5-(trifluoromethyl)-1H-pyrazole-4-carboxylate